C(C)S(=O)(=O)C1=CC=C(C=C1)C(C(=O)NC1=CC2=C(N=C(S2)CC2=CC=C(C=C2)OC(F)(F)F)C=C1)CO 2-(4-(ethylsulfonyl)phenyl)-3-hydroxy-N-(2-(4-(trifluoromethoxy)benzyl)benzo[d]thiazol-6-yl)propanamide